3-AMINO-2-CHLOROBENZALDEHYDE NC=1C(=C(C=O)C=CC1)Cl